CCCCCCCC/C=C\\CCCCCCCC(=O)OC[C@H](CO)OC(=O)CCCCCCC/C=C\\CCCCCCCC The molecule is a 1,2-diacyl-sn-glycerol in which the acyl groups at positions 1 and 2 are specified as oleoyl. It has a role as a mouse metabolite. It is a 1,2-diacyl-sn-glycerol and a 1,2-dioleoylglycerol. It is an enantiomer of a 2,3-dioleoyl-sn-glycerol.